N=1C=2N(C=CC1C=1C=C(C(=NC1)N1CCC(CC1)CCN1CCN(CC1)C=1C=C3C(N(C(C3=CC1)=O)C1C(NC(CC1)=O)=O)=O)C(F)(F)F)C1=C(N2)C=CC=C1 5-(4-(2-(1-(5-(benzo[4,5]imidazo[1,2-a]pyrimidin-2-yl)-3-(trifluoromethyl)pyridin-2-yl)piperidin-4-yl)ethyl)piperazin-1-yl)-2-(2,6-dioxo-piperidin-3-yl)isoindoline-1,3-dione